ClC=1C(=NC(=NC1)NC1=C(C=C(C=C1)C(=O)N1CCN(CC1)C)OC(F)F)C=1C=NN(C1)C(C)C (4-((5-chloro-4-(1-isopropyl-1H-pyrazol-4-yl)pyrimidin-2-yl)amino)-3-(difluoromethoxy)phenyl)(4-methylpiperazin-1-yl)methanone